2,6-Dimethoxy-3-(5-azido-tetrazol-2-yl)-pyrazine COC1=NC(=CN=C1N1N=C(N=N1)N=[N+]=[N-])OC